NC1=CC=C(OC2=CC(=C(C=C2)N)C(F)(F)F)C=C1 4-(4-aminophenoxy)-2-(trifluoromethyl)benzenamine